2-[2-[2-[[2-[2-(2,6-dioxo-3-piperidyl)-1,3-dioxo-isoindolin-4-yl]oxyacetyl]amino]ethoxy]ethoxy]acetic acid O=C1NC(CCC1N1C(C2=CC=CC(=C2C1=O)OCC(=O)NCCOCCOCC(=O)O)=O)=O